NC1=NC=CC(=C1F)C=1C=C2C(=NNC2=C(C1)C#CC(C)(C)C)N 5-(2-Amino-3-fluoropyridin-4-yl)-7-(3,3-dimethylbut-1-yn-1-yl)-1H-indazol-3-amine